[Cl-].C(C(=C)C)(=O)NCCC[N+](C)(C)C 3-(methacrylamido)propyltrimethylammonium chloride